CC=1C(=NN2C1NC(=CC2=O)C=2C=C(C=CC2)C)C2=CC=CC=C2 3-methyl-2-phenyl-5-(m-tolyl)pyrazolo[1,5-a]pyrimidin-7(4H)-one